5-(chloromethyl)-2-phenyl-1H-imidazole hydrochloride Cl.ClCC1=CN=C(N1)C1=CC=CC=C1